FC1=CC=C(C=C1)N1C(=NC=C(C1=O)C(=O)O)NC 1-(4-Fluorophenyl)-2-(methylamino)-6-oxo-1,6-dihydropyrimidine-5-carboxylic acid